4-amino-N-(4-(methoxymethyl)phenyl)-7-(1-methylcyclopropyl)-6-((tetrahydro-2H-pyran-4-yl)methoxy)-7H-pyrrolo[2,3-d]pyrimidine-5-carboxamide NC=1C2=C(N=CN1)N(C(=C2C(=O)NC2=CC=C(C=C2)COC)OCC2CCOCC2)C2(CC2)C